IC1=C(OCC(C)O)C=CC=C1 3-(2-iodophenoxy)propan-2-ol